BrC1=C(C=C(S1)CCO[Si](C(C)C)(C(C)C)C(C)C)C(F)(F)F (2-(5-bromo-4-(trifluoromethyl)thiophen-2-yl)ethoxy)triisopropylsilane